3-{1-[3,5-Bis(difluoromethoxy)benzamido]ethyl}pyrazin FC(OC=1C=C(C(=O)NC(C)C=2C=NC=CN2)C=C(C1)OC(F)F)F